(R)-N-methyl-N-(1-((5-((4-(4-morpholino-7H-pyrrolo[2,3-d]pyrimidin-6-yl)phenyl)amino)pyrimidin-2-yl)methyl)piperidin-3-yl)acrylamide CN(C(C=C)=O)[C@H]1CN(CCC1)CC1=NC=C(C=N1)NC1=CC=C(C=C1)C1=CC2=C(N=CN=C2N2CCOCC2)N1